O.C(C)C1=C(C=CC=C1)S(=O)(=O)O ethylbenzene-1-sulfonic acid hydrate